(S)-N-(3-(3-((2,6-Dioxopiperidin-3-yl)amino)phenyl)prop-2-yn-1-yl)-5-(8-(7-isopropyl-1,3-dimethyl-2-oxo-2,3-dihydro-1H-benzo[d]imidazol-5-yl)isoquinolin-3-yl)picolinamide O=C1NC(CC[C@@H]1NC=1C=C(C=CC1)C#CCNC(C1=NC=C(C=C1)C=1N=CC2=C(C=CC=C2C1)C1=CC2=C(N(C(N2C)=O)C)C(=C1)C(C)C)=O)=O